FC1=C2C(NC=NC2=CC=C1)=O 5-fluoro-quinazolin-4(3H)-one